2-Chloro-5-[4-[(3S)-3-pyrazin-2-ylisoxazolidine-2-carbonyl]-1-piperidyl]pyrimidine-4-carboxylic acid ClC1=NC=C(C(=N1)C(=O)O)N1CCC(CC1)C(=O)N1OCC[C@H]1C1=NC=CN=C1